C(#C)C=1C=NN(C1C)C 4-ethynyl-1,5-dimethyl-1H-pyrazole